N1=CC(=CC=C1)OC1=CC=C(C=C1)NC(=O)[C@H]1CNCC1 |r| (±)-trans-N-[4-(pyrid-3-yloxy)phenyl]Pyrrolidine-3-carboxamide